1-(5-((5-chloro-4-(1-cyclopropyl-1,2,5,6-tetrahydropyridin-3-yl)pyrimidin-2-yl)amino)pyridin-3-yl)pyrrolidin-2-one ClC=1C(=NC(=NC1)NC=1C=C(C=NC1)N1C(CCC1)=O)C=1CN(CCC1)C1CC1